ClC=1C2=C(N=CN1)NC(=C2)C 4-chloro-6-methyl-7H-pyrrolo[2,3-d]pyrimidine